O=C1NC=2CCNCC2C=C1C(=O)OCC Ethyl 1,2,5,6,7,8-hexahydro-2-oxo-1,6-naphthyridine-3-carboxylate